(2-(1-aminoethyl)-5-(((5-fluoro-2,3-dihydrobenzofuran-4-yl)methyl)amino)imidazo[1,2-c]pyrimidin-8-yl)-1-methyl-1H-pyrazole-3-carbonitrile NC(C)C=1N=C2N(C(=NC=C2C=2C(=NN(C2)C)C#N)NCC2=C(C=CC3=C2CCO3)F)C1